C(C)N(C(=O)C1=CN=C(S1)C=1C=NC=CN1)C 3-{5-[Ethyl(methyl)carbamoyl]-1,3-thiazol-2-yl}pyrazin